C(#N)C1=C(OC=2C=C3C(N(C=NC3=CC2)C2CC3C(CN(C3)C(=O)OC(C)(C)C)C2)=O)C(=CC=C1NS(N(C)CC)(=O)=O)F tert-butyl 5-[6-[2-cyano-3-[[ethyl(methyl)sulfamoyl]amino]-6-fluoro-phenoxy]-4-oxo-quinazolin-3-yl]-3,3a,4,5,6,6a-hexahydro-1H-cyclopenta[c]pyrrole-2-carboxylate